FC1=C(C=C2C=NN(C2=C1)S(=O)(=O)C1=CC=C(C)C=C1)OC 6-fluoro-5-methoxy-1-tosyl-1H-indazole